3-(3-fluoro-4-(4-pyrrolidin-1-yl-piperidin-1-yl)phenyl)-1H-1,2,4-triazole-3,5-diamine FC=1C=C(C=CC1N1CCC(CC1)N1CCCC1)C1(NNC(=N1)N)N